2-(2-chloro-5-methoxypyridin-4-yl)-N-(5-methoxy-1,3,4-thiadiazol-2-yl)-4-methylbenzamide ClC1=NC=C(C(=C1)C1=C(C(=O)NC=2SC(=NN2)OC)C=CC(=C1)C)OC